COC1=CC=C(C=C1)C1(COCCC1)O 3-(4-methoxyphenyl)tetrahydropyran-3-ol